2-(1-(4-bromophenyl)-3-(4-fluorophenyl)-1H-pyrazol-4-yl)-3-(4-(2-hydroxyethoxy)phenethyl)oxazolidin-4-one BrC1=CC=C(C=C1)N1N=C(C(=C1)C1OCC(N1CCC1=CC=C(C=C1)OCCO)=O)C1=CC=C(C=C1)F